ClC=1C=CC=C2C(CCNC12)N 8-chloro-1,2,3,4-tetrahydroquinolin-4-amine